lithium bis(fluorosulfonamide) lithium [Li].FS(=O)(=O)N.FS(=O)(=O)N.[Li]